C(C)(=O)C1=CC=C(C=C1)S(=O)(=O)NC(NC1=C2CCCC2=CC=2CCCC12)=O 4-Acetyl-N-((1,2,3,5,6,7-hexahydro-s-indacen-4-yl)carbamoyl)benzenesulfonamide